C(C=1C(C(=O)[O-])=CC=CC1)(=O)OC1C[C@@H](CCC1C(C)C)C (1R)-(-)-menthyl phthalate